C(C)(C)(C)OC(=O)N1CCC2(C(C2(F)F)C2=NNC=C2)CC1 1,1-Difluoro-2-(1H-pyrazol-3-yl)-6-azaspiro[2.5]octane-6-carboxylic acid tert-butyl ester